(Z)-5-(3-(1-cyano-2-(5-cyano-2-methoxyphenyl)vinyl)-6-methoxy-1H-indol-1-yl)-5-oxopentylphosphonic acid C(#N)\C(=C/C1=C(C=CC(=C1)C#N)OC)\C1=CN(C2=CC(=CC=C12)OC)C(CCCCP(O)(O)=O)=O